[N+](=O)([O-])C1=C(C=C(C(=C1)[N+](=O)[O-])NCCCCCCCC)NC=1C(=CC(=CC1)NCCCCCCCC)N N1-(2,4-dinitro-5-(octylamino)phenyl)-N4-octylbenzene-1,2,4-triamine